1-allylimidazole chloride salt [Cl-].C(C=C)N1C=NC=C1